C[C@H]1N(C[C@@H](C1)NC(=O)C=1OC(=CN1)C1=CC(=CC=C1)C(F)(F)F)C(=O)OC(C)(C)C tert-butyl (2R,4R)-2-methyl-4-(5-(3-(trifluoromethyl)phenyl)oxazole-2-carboxamido)pyrrolidine-1-carboxylate